C1(CCC1)OC1=NC(=NC(=C1)C)C1=CC(=C(OCC2CC2)C(=C1)F)F 2-[4-(4-Cyclobutoxy-6-methylpyrimidin-2-yl)-2,6-difluorophenoxymethyl]-cyclopropan